5-([1,2,4]triazolo[1,5-a]pyridin-6-yl)-N-(3-(4-methylpiperazin-1-yl)phenyl)-7H-pyrrolo[2,3-d]pyrimidin-2-amine N=1C=NN2C1C=CC(=C2)C2=CNC=1N=C(N=CC12)NC1=CC(=CC=C1)N1CCN(CC1)C